4-(4-((1H-indol-5-yl)sulfonyl)piperazin-1-yl)phenol N1C=CC2=CC(=CC=C12)S(=O)(=O)N1CCN(CC1)C1=CC=C(C=C1)O